FC1=C(C=C(C=C1)C1=CC(CC(C1)C)=O)[N+](=O)[O-] 3-(4-fluoro-3-nitrophenyl)-5-methylcyclohex-2-en-1-one